(E)-4-methoxy-2-nitro-1-(prop-1-en-1-yl)benzene COC1=CC(=C(C=C1)\C=C\C)[N+](=O)[O-]